(S)-2-(2-(3,5-dichloropyridin-4-yl)-2-methylpropanamido)-4-(((S)-3-fluoro-2-methoxypropyl)(4-(5,6,7,8-tetrahydro-1,8-naphthyridin-2-yl)butyl)amino)butanoic acid ClC=1C=NC=C(C1C(C(=O)N[C@H](C(=O)O)CCN(CCCCC1=NC=2NCCCC2C=C1)C[C@@H](CF)OC)(C)C)Cl